2-{[(3-cyclobutyl-1,2,4-oxadiazol-5-yl)methyl]sulfanyl}-6-methylpyrimidin-4-amine C1(CCC1)C1=NOC(=N1)CSC1=NC(=CC(=N1)N)C